OC1=C(C=C(C(=C1)C=1NC=CN1)O)C=1NC=CN1 2,5-dihydroxy-1,4-phenylenediimidazole